OC1=CC=C(C=C1)SCCOCOCCSC1=CC=C(C=C1)O 1,7-bis(4-hydroxyphenyl)thio-3,5-dioxaheptane